FC(C(=O)O)(F)F.CC1=CC(=NO1)C=1C=C2CC[C@H](C2=CC1)N (R)-5-(5-methylisoxazol-3-yl)-2,3-dihydro-1H-inden-1-amine 2,2,2-trifluoroacetate